N-[(2S)-2-hydroxy-3-{5-methyl-6-[(4-methyl-1,3-oxazol-5-yl)methoxy]-1,2,3,4-tetrahydroisoquinolin-2-yl}propyl]-6-[(2-methoxyethyl)(methyl)amino]pyridine-4-carboxamide O[C@@H](CNC(=O)C1=CC=NC(=C1)N(C)CCOC)CN1CC2=CC=C(C(=C2CC1)C)OCC1=C(N=CO1)C